(S)-6-((1-phenylethyl)amino)-3-(propane-2-yl-1,1,1,3,3,3-d6)pyrimidine-2,4(1H,3H)-dione C1(=CC=CC=C1)[C@H](C)NC1=CC(N(C(N1)=O)C(C([2H])([2H])[2H])C([2H])([2H])[2H])=O